6-(3,5-dimethyl-1H-pyrazol-4-yl)-4-morpholino-N-[(E)-m-tolylmethyleneamino]thieno[3,2-d]pyrimidin-2-amine CC1=NNC(=C1C1=CC=2N=C(N=C(C2S1)N1CCOCC1)N/N=C/C=1C=C(C=CC1)C)C